2-(5-amino-2-(furan-2-yl)-7H-pyrazolo[4,3-e][1,2,4]triazolo[1,5-c]pyrimidin-7-yl)-N-((cis)-4-hydroxycyclohexyl)-2-(2-methoxyphenyl)propanamide NC1=NC2=C(C=3N1N=C(N3)C=3OC=CC3)C=NN2C(C(=O)N[C@@H]2CC[C@@H](CC2)O)(C)C2=C(C=CC=C2)OC